NC(C(C)O)O aminopropane-1,2-diol